N-[(1S)-1-(5-chloro-2-pyrimidin-2-yl-1,2,4-triazol-3-yl)ethyl]-3-methylsulfonyl-5-(trifluoromethyl)benzamide ClC=1N=C(N(N1)C1=NC=CC=N1)[C@H](C)NC(C1=CC(=CC(=C1)C(F)(F)F)S(=O)(=O)C)=O